N1CCC(=CC1)C1=CC=C(C=C1)NC(=O)C12CCC(CC1)(CC2)C(=O)NC2=CC=C(C=C2)CN bicyclo[2.2.2]octane-1,4-dicarboxylic acid (4-aminomethyl-phenyl)-amide [4-(1,2,3,6-tetrahydro-pyridin-4-yl)-phenyl]-amide